8-chloro-7-fluoro-N-methyl-[1,2,4]triazolo[4,3-a]quinazolin-5-amine ClC1=C(C=C2C(=NC=3N(C2=C1)C=NN3)NC)F